C(C1=CC=CC=C1)N1C[C@H](C[C@H](C1)C)NC1=NC=C(C(=N1)C1=CNC2=CC=CC=C12)Cl N-[(3S,5R)-1-benzyl-5-methyl-3-piperidyl]-5-chloro-4-(1H-indol-3-yl)pyrimidin-2-amine